N-[1(R)-(6-methoxy-pyridin-3-yl)-propyl]-benzamide COC1=CC=C(C=N1)[C@@H](CC)NC(C1=CC=CC=C1)=O